C1(=CC=CC=C1)S(=O)(=O)NC(CC=1C=C(C=CC1)C(N)=NO)C=1SC2=C(N1)C=CC=C2N2CCN(CC2)C 3-{2-Benzenesulfonamido-2-[7-(4-methylpiperazin-1-yl)-1,3-benzothiazol-2-yl]ethyl}-N'-hydroxybenzene-1-carboximidamide